1-(4-bromophenyl)-4-phenyl-3-butyn-2-one BrC1=CC=C(C=C1)CC(C#CC1=CC=CC=C1)=O